P(O)(O)O.P(O)(O)O.C(CCCCCCC(C)C)C(O)(C(CO)(CO)CO)CCCCCCCC(C)C diisodecylpentaerythritol bisphosphite